C(CCCCCCCCCCCCCCCCC)N1C=C(C(C=C1)=O)OCC1=CC=C(C=C1)OC N-octadecyl-3-(4-methoxybenzyloxy)-pyridin-4-one